N-(ethyl)-p-toluene-sulfonylaniline C(C)NC1=CC=C(C=C1)S(=O)(=O)CC1=CC=CC=C1